2-(4-(N-(3-fluorobenzyl)benzoylamino)phenyl)acetic acid FC=1C=C(CN(C2=CC=C(C=C2)CC(=O)O)C(C2=CC=CC=C2)=O)C=CC1